2-Hydroxy-5-((2-(1-(octylsulfonyl)-1H-indol-3-yl)pyrimidin-5-yl)methoxy)benzoic acid OC1=C(C(=O)O)C=C(C=C1)OCC=1C=NC(=NC1)C1=CN(C2=CC=CC=C12)S(=O)(=O)CCCCCCCC